tert-butyl ((2-chloro-6-methylpyridin-3-yl)sulfinyl)carbamate ClC1=NC(=CC=C1S(=O)NC(OC(C)(C)C)=O)C